FC1=C(C[N+](=O)[O-])C(=CC=C1)F 2,6-difluoro-nitrotoluene